7-ethoxy-2-methyl-N-(6-(3-methylpiperazin-1-yl)pyridazin-3-yl)imidazo[1,2-a]pyridine-6-carboxamide HCl salt Cl.C(C)OC1=CC=2N(C=C1C(=O)NC=1N=NC(=CC1)N1CC(NCC1)C)C=C(N2)C